CC=CC(=O)OCCOC(OCCOC(C=CC)=O)=O.ClC1=CC(=C(N=N1)C(=O)NC([2H])([2H])[2H])NC1=NC=CC=C1SC 6-Chloro-N-(methyl-d3)-4-((3-(methylthio)pyridin-2-yl)amino)pyridazine-3-carboxamide bis[2-(methylacryloyloxy)ethyl]carbonate